3-[2-(amino)ethyl]-4-hydroxyindole NCCC1=CNC2=CC=CC(=C12)O